Cyclopentanecarboxylic acid 7-[4-(4-benzo[b]thiophen-4-ylpiperazin-1-yl)butoxy]-4,4-dimethyl-2-oxo-3,4-dihydro-2H-quinolin-1-ylmethyl ester S1C2=C(C=C1)C(=CC=C2)N2CCN(CC2)CCCCOC2=CC=C1C(CC(N(C1=C2)COC(=O)C2CCCC2)=O)(C)C